(R)-5-(2-(2,5-difluorophenyl)pyrrolidin-1-yl)-N-(5-(methyl(2-oxoethyl)amino)pentyl)pyrazolo[1,5-a]pyrimidine-3-carboxamide FC1=C(C=C(C=C1)F)[C@@H]1N(CCC1)C1=NC=2N(C=C1)N=CC2C(=O)NCCCCCN(CC=O)C